3-((3-(5-amino-2-methylphenyl)-1,6-naphthyridin-7-yl)amino)propionitrile NC=1C=CC(=C(C1)C=1C=NC2=CC(=NC=C2C1)NCCC#N)C